3-(5-((1s,2r)-2-(diethylamino)cyclobutoxy)-1-oxoisoindolin-2-yl)piperidine-2,6-dione C(C)N([C@H]1[C@H](CC1)OC=1C=C2CN(C(C2=CC1)=O)C1C(NC(CC1)=O)=O)CC